1-[8-(phenylsulfonyl)-3,8-diazabicyclo[3.2.1]oct-3-yl](1H-1,2,3-triazol-4-yl)methanone C1(=CC=CC=C1)S(=O)(=O)N1C2CN(CC1CC2)C(=O)C=2N=NNC2